C1(=CC=CC=C1)N1[Se]C2=C(C1=O)C=CC=C2 2-phenylbenzo[d][1,2]selenazole-3(2H)-one